N1N=CC(=C1)C=1N=CC(=NC1)C=1SC2=C(N1)SC(=N2)N 5-[5-(1H-pyrazol-4-yl)pyrazin-2-yl][1,3]thiazolo[5,4-d][1,3]thiazol-2-amine